(3S,4R)-4-({7-[5-(2,2-difluoroethyl)pyridin-2-yl]-5-fluoropyrrolo[2,1-f][1,2,4]triazin-2-yl}amino)oxan-3-ol FC(CC=1C=CC(=NC1)C1=CC(=C2C=NC(=NN21)N[C@H]2[C@@H](COCC2)O)F)F